(R)-1-(2-(morpholin-2-yl)benzyl)-2-thiocarbonyl-1,2,3,5-tetrahydro-4H-pyrrolo[3,2-d]pyrimidin-4-one N1C[C@H](OCC1)C1=C(CN2C(NC(C3=C2C=CN3)=O)=C=S)C=CC=C1